2-chloro-5-methyl-5,7-dihydrospiro[imidazo[1,2-e]purine-8,4'-oxepane] ClC=1N=CC=2N(C=3N(C2N1)C1(CCOCCC1)CN3)C